O=C1N(C=CC=C1C#N)C=1C=NC(=CC1)N[C@@H]1C[C@H](CC1)NC=1SC2=NC=CC=C2N1 2-Oxo-6'-(((1S,3S)-3-(thiazolo[5,4-b]pyridin-2-ylamino)cyclopentyl)amino)-2H-[1,3'-bipyridine]-3-carbonitrile